C[C@H](CCN)[C@H](C(=O)O)N The molecule is a D-alpha-amino acid that is D-isoleucine bearing an amino substituent at position 5. It is a D-alpha-amino acid and a D-isoleucine derivative. It is a conjugate base of a (3R)-3-methyl-D-ornithine(1+).